N(=[N+]=[N-])[C@@H]1[C@H]([C@@H]([C@H](O[C@@H]1OCC1=CC=CC=C1)CO)O)O (2R,3S,4R,5R,6S)-5-azido-6-(benzyloxy)-2-(hydroxymethyl)tetrahydro-2H-pyran-3,4-diol